4-ethylamino-1-butanol C(C)NCCCCO